2,2-difluoroethenyl 4-methylbenzenesulfonate CC1=CC=C(C=C1)S(=O)(=O)OC=C(F)F